(2-azabicyclo[2.2.1]heptane-2-yl)(1-(4-(1-(tetrahydro-2H-pyran-2-yl)-1H-pyrazol-4-yl)phenyl)piperidin-4-yl)methanone C12N(CC(CC1)C2)C(=O)C2CCN(CC2)C2=CC=C(C=C2)C=2C=NN(C2)C2OCCCC2